S(=O)(=O)(C1(CC1)CO)C1(CC1)CO (sulfonylbis(cyclopropane-1,1-diyl))dimethanol